2-bromo-7-(((tert-butyldimethylsilyl)oxy)methyl)-4-methyl-7,8-dihydro-[1,4]dioxino[2',3':3,4]benzo[1,2-d]thiazole BrC=1SC2=C(N1)C(=CC1=C2OCC(O1)CO[Si](C)(C)C(C)(C)C)C